2-({7-chloro-2-cyclopropyl-4-[4-(2-methoxy-phenyl)-piperidin-1-yl]-quinazolin-6-yl}-methyl-amino)-ethanol ClC1=C(C=C2C(=NC(=NC2=C1)C1CC1)N1CCC(CC1)C1=C(C=CC=C1)OC)N(CCO)C